ClC1=C2C=CN(C2=CC=C1OC)C 4-chloro-5-methoxy-1-methyl-1H-indol